C(C)N(CC)CC1=C(C(=C(C(=O)[O-])C=C1)C)O 4-((diethylamino) methyl)-3-hydroxy-2-methylbenzoate